N-(8-(nonyloxy)-8-oxooctyl)-N-(8-(octadeca-9-yloxy)-8-oxooctyl)glycine C(CCCCCCCC)OC(CCCCCCCN(CC(=O)O)CCCCCCCC(=O)OC(CCCCCCCC)CCCCCCCCC)=O